FC=1C(=NC(=NC1)NC1=NC=C(C=C1)CN1CC2N(C(C1)C2)C)C2=CC1=C(N=C3N1C1(CC1)CC3)C(=C2)F 5-fluoro-4-(5-fluoro-2,3-dihydrospiro[benzo[d]pyrrolo[1,2-a]imidazole-1,1'-cyclopropan]-7-yl)-N-(5-((6-methyl-3,6-diazabicyclo[3.1.1]heptan-3-yl)methyl)pyridin-2-yl)pyrimidin-2-amine